2,3,4,5,6-pentafluoro-N-(4-phenylthiazol-2-yl)benzenesulfonamide FC1=C(C(=C(C(=C1F)F)F)F)S(=O)(=O)NC=1SC=C(N1)C1=CC=CC=C1